IC=1C=NN(C1)C1COCC1 4-iodo-1-(oxolan-3-yl)pyrazole